N1=CN=C(C=C1)C1C(C2CCC1O2)C(=O)N 3-(pyrimidin-4-yl)-7-oxabicyclo[2.2.1]heptane-2-carboxamide